C(C)(C)(C)C1N(CCC(C1)NC)C(=O)OCC12CC(CN2CC1)=C (3-methylene-1-azabicyclo[3.2.0]heptan-5-yl)methanol tert-butyl-4-(methylamino)piperidine-1-carboxylate